C(C=C)(=O)NC[C@H]1CNC=2N1N=C(C2C(=O)N)C#CC2=CC(=CC(=C2)OC)OC (R)-3-(acryloylaminomethyl)-6-((3,5-dimethoxyphenyl)ethynyl)-2,3-dihydro-1H-imidazo[1,2-b]pyrazole-7-carboxamide